1-cyclopropyl-7-fluoro-8-methoxy-4-oxo-1,4-dihydro-quinolin-3-carboxylic acid diacetate C(C)(=O)O.C(C)(=O)O.C1(CC1)N1C=C(C(C2=CC=C(C(=C12)OC)F)=O)C(=O)O